OC=1C=C(C2=CC=CC=C2C1)N1CC=2N=C(N=C(C2CC1)N1CCC(CCC1)O)OC[C@H]1N(CCC1)C 1-[7-(3-hydroxy-1-naphthyl)-2-[[(2S)-1-methylpyrrolidin-2-yl]methoxy]-6,8-dihydro-5H-pyrido[3,4-d]pyrimidin-4-yl]azepan-4-ol